4-(3-(1H-1,2,4-triazol-3-yl)piperidin-1-yl)-8-fluoro-2-((hexahydro-1H-pyrrolizin-7a-yl)methoxy)-7-(8-methylnaphthalen-1-yl)pyrido[4,3-d]pyrimidine N1N=C(N=C1)C1CN(CCC1)C=1C2=C(N=C(N1)OCC13CCCN3CCC1)C(=C(N=C2)C2=CC=CC1=CC=CC(=C21)C)F